ClC1=CC(=C(C=C1C1=NOC(C1)(C)C(=O)N1C=NC=C1)N1C(N(C(N(C1=O)C)=S)C)=O)F 3-[4-chloro-2-fluoro-5-[5-(imidazole-1-carbonyl)-5-methyl-4H-isoxazol-3-yl]phenyl]-1,5-dimethyl-6-thioxo-1,3,5-triazinane-2,4-dione